2-cyclopropyl-6-nitroquinoline C1(CC1)C1=NC2=CC=C(C=C2C=C1)[N+](=O)[O-]